6,7-Dimethylpyrido[3,2-d]pyrimidin-4-ol CC=1C(=CC=2N=CN=C(C2N1)O)C